1-(4-{5-[1-(2-Ethoxy-ethyl)-1H-pyrazol-4-ylamino]-2H-pyrazol-3-yl}-3-fluoro-phenyl)-pyrrolidin-2-one C(C)OCCN1N=CC(=C1)NC=1C=C(NN1)C1=C(C=C(C=C1)N1C(CCC1)=O)F